5-[4-methoxy-3-(trifluoromethyl)phenyl]-1,1-dioxo-2-propyl-N-[6-(trifluoromethyl)pyridin-2-yl]-2H-1λ6,2,6-thiadiazine-3-carboxamide COC1=C(C=C(C=C1)C=1C=C(N(S(N1)(=O)=O)CCC)C(=O)NC1=NC(=CC=C1)C(F)(F)F)C(F)(F)F